5-benzyloxy-[3,3']bipyridinyl-6-ylamine C(C1=CC=CC=C1)OC=1C=C(C=NC1N)C=1C=NC=CC1